5-((4-fluoro-1-(methylsulfonyl)piperidin-4-yl)methoxy)-2-(isoindolin-2-ylmethyl)-4H-pyran-4-one FC1(CCN(CC1)S(=O)(=O)C)COC=1C(C=C(OC1)CN1CC2=CC=CC=C2C1)=O